FC(C1=CC=C(C(=O)N2CCC=3C2=CN=CC3C3=CC=C(C#N)C=C3)C=C1)(F)F 4-[1-(4-(trifluoromethyl)benzoyl)-2,3-dihydro-1H-pyrrolo[2,3-c]pyridine-4-yl]benzonitrile